ClC1=CC(=C(C=N1)C1=CC=C(C=N1)CN)OC=1N(N=C(C1)C1=CC=CC=C1)C [6-[6-chloro-4-(2-methyl-5-phenylpyrazol-3-yl)oxypyridin-3-yl]pyridin-3-yl]methanamine